FC(OC=1C=NC(=NC1)N1N=CN=C1C(C)N)F 1-[2-[5-(difluoro-methoxy)pyrimidin-2-yl]-1,2,4-triazol-3-yl]ethanamine